C(C1=CC=CC=C1)C1NCC2=CC(=CC(=C2C1)F)OC 3-benzyl-5-fluoro-7-methoxy-1,2,3,4-tetrahydroisoquinoline